CN(S(O)(=O)=O)C.CN(S(O)(=O)=O)C.C1=CC=C(C=C1)C1=CC=CC=C1 4,4'-biphenyl bis(N,N-dimethyl sulfamate)